[(2E)-3-(4-chlorophenyl)prop-2-en-1-yl]-5-fluorospiro[indole-3,4-piperidine] ClC1=CC=C(C=C1)/C=C/CN1CCC2(CC1)C=NC1=CC=C(C=C12)F